OC1=C(C=C(C=C1)S(=O)(=O)C)NCC(=O)N1CCN(CC1)C1CN(C1)C(C=C)=O 1-(3-(4-(2-(2-hydroxy-5-(methylsulfonyl)phenylamino)acetyl)piperazin-1-yl)azetidin-1-yl)prop-2-en-1-one